(S)-2-((1-(2-(diphenylmethylene)hydrazinyl)-1-oxopropan-2-yl)carbamoyl)-4-methoxypyridin-3-yl acetate C(C)(=O)OC=1C(=NC=CC1OC)C(N[C@H](C(=O)NN=C(C1=CC=CC=C1)C1=CC=CC=C1)C)=O